C(C)(C)(C)OC(NC1(CC1)OCCN1C(NC(C2=C1C=CN2)=O)=S)=O (1-(2-(4-oxo-2-thioxo-2,3,4,5-tetrahydro-1H-pyrrolo[3,2-d]pyrimidin-1-yl)ethoxy)cyclopropyl)carbamic acid tert-butyl ester